FC(OC1=CC2=C(N=C(S2)N)C=C1)(F)F (6-trifluoromethoxy-benzothiazol-2-yl)-amine